N-((1r,3r)-3-Methoxycyclobutyl)-6-(2-methoxypyridin-4-yl)-5-methyl-2-(1-methyl-1H-imidazol-2-yl)pyrrolo[2,1-f][1,2,4]triazin-4-amine COC1CC(C1)NC1=NC(=NN2C1=C(C(=C2)C2=CC(=NC=C2)OC)C)C=2N(C=CN2)C